3-methoxy-5-(4-methoxypiperidin-1-yl)-4-trifluoromethyl-1H-pyrazole COC1=NNC(=C1C(F)(F)F)N1CCC(CC1)OC